tert-butyl (S)-4-(4-((R)-5-(tert-butoxy)-2-cyano-5-oxopentan-2-yl)phenyl)-3-methylpiperazine-1-carboxylate C(C)(C)(C)OC(CC[C@@](C)(C#N)C1=CC=C(C=C1)N1[C@H](CN(CC1)C(=O)OC(C)(C)C)C)=O